4-[2-(2-Chloro-3-methyl-4-pyridyl)ethynyl]-5-methyl-1-(5-methyl-3-pyridyl)imidazole ClC1=NC=CC(=C1C)C#CC=1N=CN(C1C)C=1C=NC=C(C1)C